3-phenyl-3-(4-phenyl-2H-1,2,3-triazol-2-yl)-1-(thiophen-2-yl)propan-1-one C1(=CC=CC=C1)C(CC(=O)C=1SC=CC1)N1N=CC(=N1)C1=CC=CC=C1